3-FLUORo-4-[7-METHOXY-3-METHYL-8-(1-METHYL-1H-PYRAZOL-4-YL)-2-OXO-2,3-DIHYDRO-IMIDAZO[4,5-C]CHINOLIN-1-YL]-BENZONITRIL FC=1C=C(C#N)C=CC1N1C(N(C=2C=NC=3C=C(C(=CC3C21)C=2C=NN(C2)C)OC)C)=O